N-(3-(tert-butylthio)-2-chlorophenyl)pyrazin-2-amine C(C)(C)(C)SC=1C(=C(C=CC1)NC1=NC=CN=C1)Cl